3-(4-chlorophenyl)-3-(cyclopropyl(4,4,5,5-tetramethyl-1,3,2-dioxaborolan-2-yl)methyl)cyclobutan-1-one ClC1=CC=C(C=C1)C1(CC(C1)=O)C(B1OC(C(O1)(C)C)(C)C)C1CC1